diazazine choline OCC[N+](C)(C)C.N1=NN=CC=C1